N-benzenesulfonyl-4,5-dichloro-2-nitroaniline C1(=CC=CC=C1)S(=O)(=O)NC1=C(C=C(C(=C1)Cl)Cl)[N+](=O)[O-]